2-ethynyl-6,7-dihydro-5H-pyrrolo[1,2-a]imidazole C(#C)C=1N=C2N(C1)CCC2